FC1(CN(CC[C@H]1NC1=NN2C(C(=N1)OC)=C(C=C2)C=2C=CC1=C(N(N=N1)CCCF)C2)C([2H])([2H])[2H])F (R)-N-(3,3-difluoro-1-(methyl-d3)piperidin-4-yl)-5-(1-(3-fluoropropyl)-1H-benzo[d][1,2,3]triazol-6-yl)-4-methoxypyrrolo[2,1-f][1,2,4]triazin-2-amine